N(N)C=1SC(=CN1)C#N 2-hydrazinylthiazole-5-carbonitrile